5-Methoxybenzo[d][1,3]dioxole-4-sulfonyl chloride COC1=C(C2=C(OCO2)C=C1)S(=O)(=O)Cl